ClC1=C(C#N)C=CC(=C1)OC1C(C(C1(C)C)N1CC2=NC(=CC=C2C1=O)N1CCC(CC1)C(OC)OC)(C)C 2-chloro-4-[3-[2-[4-(dimethoxymethyl)-1-piperidyl]-5-oxo-7H-pyrrolo[3,4-b]pyridin-6-yl]-2,2,4,4-tetramethyl-cyclobutoxy]benzonitrile